C(C)N1C(N(C=2N=C(NC2C1=O)\C=C\C=1C=NC(=CC1)OCCOCC)CC)=O (E)-1,3-diethyl-8-(2-(6-(2-ethoxyethoxy)pyridin-3-yl)vinyl)-1H-purine-2,6(3H,7H)-dione